2-(2-hydroxyethyl-sulfonyl)-ethylamine OCCS(=O)(=O)CCN